[Cl-].C(CCC)N1C(N(C=C1)C)C 1-butyl-2,3-dimethyl-imidazole chloride